[C@H]12CN(C[C@H](CC1)N2)C=2C1=C(N=C(N2)OC([2H])([2H])C2(CC2)CN2CCCC2)C(N(C=C1)C1=CC(=CC2=CC=C(C(=C12)C#C)F)O)=O 4-((1R,5S)-3,8-Diazabicyclo[3.2.1]octan-3-yl)-7-(8-ethynyl-7-fluoro-3-hydroxynaphthalen-1-yl)-2-((1-(pyrrolidin-1-ylmethyl)cyclopropyl)methoxy-d2)pyrido[3,4-d]pyrimidin-8(7H)-one